1-(2-bromoethyl)-3-methyl-1H-pyrazole-5-carboxylic acid methyl ester COC(=O)C1=CC(=NN1CCBr)C